O=C1N=CC2=C1C=NC2=O 1,4-diketopyrrolo-[3,4-c]pyrrole